FC1(CC1)C(=O)N[C@H](C(=O)N1[C@@H](C[C@H](C1)O)C(=O)NCC1=C(C=C(C=C1)C1=C(N=CS1)C)OC1CCNCC1)C(C)(C)C (2S,4r)-1-((S)-2-(1-fluorocyclopropane-1-carboxamido)-3,3-dimethylbutyryl)-4-hydroxy-N-(4-(4-methylthiazol-5-yl)-2-(piperidin-4-yloxy)benzyl)pyrrolidine-2-carboxamide